Para-tertiary butyl-benzoic acid C(C)(C)(C)C1=CC=C(C(=O)O)C=C1